CS(=O)(=O)CCCS(=O)(=O)C1=CC=C(C=C1)O 4-(3-methylsulfonylpropylsulfonyl)phenol